C(C)(C)(C)OC(=O)NCC=1OC2=C(C1)C=C(C=C2C(=O)OC)F Methyl 2-(((tert-butoxycarbonyl)amino)methyl)-5-fluorobenzofuran-7-carboxylate